NC=1C=NN(C1)C(C)C1CCN(CC1)C(=O)OCCCC butyl 4-(1-(4-amino-1H-pyrazol-1-yl)ethyl)piperidine-1-carboxylate